1-(6-Methylpyridin-3-yl)ethanone CC1=CC=C(C=N1)C(C)=O